ClC1=NC=CC=2C3=C(CN(C12)C)N=CC=N3 7-chloro-6-methyl-5,6-dihydropyrazino[2,3-c][1,7]Naphthyridine